methyl-(R)-1,2,3,4-tetrahydro-naphthalen-1-yl-amide C[N-][C@@H]1CCCC2=CC=CC=C12